γ-Ketovaleric Acid O=C(CCC(=O)O)C